FC(C1=CC(=C(N(CCC)CCC)C(=C1)[N+](=O)[O-])[N+](=O)[O-])(F)F α,α,α-tri-fluoro-2,6-dinitro-N,N-dipropyl-p-toluidine